FC=1C=NN(C1)[C@@H]1[C@H](CC1)C=1NC(C2=C(N1)N(N=C2C#N)[C@H](C)C=2C=NC(=CC2)C(F)(F)F)=O 6-((1S,2S)-2-(4-Fluoro-1H-pyrazol-1-yl)cyclobutyl)-4-oxo-1-((R)-1-(6-(trifluoromethyl)pyridin-3-yl)ethyl)-4,5-dihydro-1H-pyrazolo[3,4-d]pyrimidin-3-carbonitril